1-(2-fluoro-phenyl)-5-methyl-1H-[1,2,3]triazol-4-yl-methanol FC1=C(C=CC=C1)N1N=NC(=C1C)CO